3-Acryloyloxypropyltriethoxysilane C(C=C)(=O)OCCC[Si](OCC)(OCC)OCC